N-(2-methylpyrazol-3-yl)pyridin-2-amine CN1N=CC=C1NC1=NC=CC=C1